8-(2-(3-(3,4-dihydroisoquinoline-2(1H)-yl)-2-hydroxypropyl)-1-oxo-1,2,3,4-tetrahydroisoquinoline-6-carbonyl)-2,8-diazaspiro[4.5]decan-3-one C1N(CCC2=CC=CC=C12)CC(CN1C(C2=CC=C(C=C2CC1)C(=O)N1CCC2(CC(NC2)=O)CC1)=O)O